2-[9H-fluoren-9-ylmethoxycarbonyl(methyl)amino]-3-propoxy-propanoic acid C1=CC=CC=2C3=CC=CC=C3C(C12)COC(=O)N(C(C(=O)O)COCCC)C